((3R)-4-amino-3-methyl-1,3-dihydrofuro[3,4-c]quinolin-8-yl)((3S,3aR,7aS)-3-phenylhexahydropyrano[4,3-b]pyrrol-1(4H)-yl)methanone NC1=NC=2C=CC(=CC2C2=C1[C@H](OC2)C)C(=O)N2[C@@H]1[C@@H]([C@H](C2)C2=CC=CC=C2)COCC1